N1C(C(CC1([2H])[2H])C1=CNC=2C=CC=C(C12)O)([2H])[2H] 3-(pyrrolidin-3-yl-2,2,5,5-d4)-1H-indol-4-ol